BrC1=C(C=C(C=C1)CN)F 1-(4-bromo-3-fluorophenyl)methylamine